(3-amino-4-methylphenyl)-carbamic acid tert-butyl ester C(C)(C)(C)OC(NC1=CC(=C(C=C1)C)N)=O